(S)-4-(5-(5-fluoro-2-methoxypyridin-4-yl)-1H-pyrazole-3-carbonyl)-N-((1s,4R)-4-morpholinocyclohexyl)-4-azaspiro[2.5]octane-7-carboxamide FC=1C(=CC(=NC1)OC)C1=CC(=NN1)C(=O)N1C2(CC2)C[C@H](CC1)C(=O)NC1CCC(CC1)N1CCOCC1